3-(4-bromophenyl)-6-(dibenzo[b,d]thiophen-2-yl)-9-phenyl-9H-carbazole BrC1=CC=C(C=C1)C=1C=CC=2N(C3=CC=C(C=C3C2C1)C1=CC2=C(SC3=C2C=CC=C3)C=C1)C1=CC=CC=C1